FC1([C@H](C12CCN(CC2)S(=O)(=O)N)C2=NOC(=N2)C=2N(N=C1CCCCC21)C)F (2R)-1,1-difluoro-2-[5-(2-methyl-4,5,6,7-tetrahydro-2H-indazol-3-yl)-1,2,4-oxadiazol-3-yl]-6-azaspiro[2.5]octane-6-sulfonamide